pyrazolo[1,5-a]pyridine-2-carboxylic acid methoxy-methyl-amide CON(C(=O)C1=NN2C(C=CC=C2)=C1)C